tert-Butyl (3-amino-2,2-dimethylpropyl)carbamate NCC(CNC(OC(C)(C)C)=O)(C)C